9-tert-butyl 3-ethyl 5-((2-fluorobenzyl)oxy)-4-(methoxymethyl)-9H-pyrido[3,4-b]-indole-3,9-dicarboxylate FC1=C(COC2=C3C4=C(N(C3=CC=C2)C(=O)OC(C)(C)C)C=NC(=C4COC)C(=O)OCC)C=CC=C1